1-(2,4-dimethylbenzyl)-2-(9H-fluoren-9-ylidene)hydrazine CC1=C(CNN=C2C3=CC=CC=C3C=3C=CC=CC23)C=CC(=C1)C